CC(=O)C1=CC(=C(C(=C1)C(C)(C)C)O)C(C)(C)C 3,5-di-tert-butyl-4-hydroxyacetophenone